2-(4-(2-methyl-3-phenyl-5-(3-(8-(piperidin-1-yl)octyl)phenyl)pyrazolo[1,5-a]-pyrimidin-7-yl)piperazin-1-yl)ethan-1-ol CC1=NN2C(N=C(C=C2N2CCN(CC2)CCO)C2=CC(=CC=C2)CCCCCCCCN2CCCCC2)=C1C1=CC=CC=C1